N1CCCC1 (2R)-pyrrolidin